C(C)C(CN)NC 1-ethyl-N1-methyl-ethane-1,2-diamine